ClC=1C=C2C(=NC(=NC2=C(C1C1=CC(=CC2=CC=CC=C12)O)F)N(C)CCN(C)C)N1CCN(CC1)C(C=C)=O 1-(4-(6-chloro-2-((2-(dimethylamino)ethyl)(methyl)amino)-8-fluoro-7-(3-hydroxynaphthalen-1-yl)quinazolin-4-yl)piperazin-1-yl)prop-2-en-1-one